C(C)OC(=O)C=1N(C2=CC=CC=C2C1)COCC[Si](C)(C)C 1-((2-(trimethylsilyl)ethoxy)methyl)-1H-indole-2-carboxylic acid ethyl ester